5-(1-methylethyl)-N-[2-(5-methyl-2-furanyl)-2-(4-morpholinyl)ethyl]pyrazolo[1,5-a]pyrimidin-7-amine CC(C)C1=NC=2N(C(=C1)NCC(N1CCOCC1)C=1OC(=CC1)C)N=CC2